CC1=C(C=C(C=C1)[N+](=O)[O-])[C@@H]1[C@@H](CC1)C(=O)N cis-2-(2-methyl-5-nitrophenyl)cyclobutane-1-carboxamide